1-Cbz-4-(3-((4-phenoxyphenyl)amino)-1-((2-(trimethylsilyl)ethoxy)methyl)-1,4,5,6,8-pentaaza-acenaphthylen-5(1H)-yl)piperidine C(=O)(OCC1=CC=CC=C1)N1CCC(CC1)N1N=C(C2=CN(C=3N=CN=C1C32)COCC[Si](C)(C)C)NC3=CC=C(C=C3)OC3=CC=CC=C3